4-(aminomethyl)-phenylphosphonate NCC1=CC=C(C=C1)P([O-])([O-])=O